CN(CCNCC=1C2=CC=CC=C2C(=C2C=CC=CC12)CNCCN(C)C)C N,N'-bis[2-(dimethylamino)ethyl]-9,10-anthracene-bis(methylamine)